1,2-dimethyl-5-(4,4,5,5-tetramethyl-1,3,2-dioxaborolan-2-yl)-1H-benzo[d]imidazole CN1C(=NC2=C1C=CC(=C2)B2OC(C(O2)(C)C)(C)C)C